C(C)N1C(N(C2=CC(=CC=3C2=C1N=CN3)CO)CC3=CC=C(C=C3)OC)=O 3-ethyl-8-(hydroxymethyl)-1-(4-methoxybenzyl)-1H-pyrimido[4,5,6-de]quinazolin-2(3H)-one